bis-(3-methylphenyl)-N,N'-bis-(phenyl)benzidine CC=1C=C(C=CC1)N(C1=CC=C(C2=CC=C(N(C3=CC=CC=C3)C3=CC(=CC=C3)C)C=C2)C=C1)C1=CC=CC=C1